2,8-bis(3,6-di-tert-butyl-9H-carbazol-9-yl)-benzo[1'',2'':4,5;5'',4'':4',5']difuro[2,3-b:2',3'-b']dipyridine-11-carbonitrile C(C)(C)(C)C=1C=CC=2N(C3=CC=C(C=C3C2C1)C(C)(C)C)C1=CC=C2C(=N1)OC1=C2C=C2C(OC3=NC(=CC=C32)N3C2=CC=C(C=C2C=2C=C(C=CC32)C(C)(C)C)C(C)(C)C)=C1C#N